ClC1=CC=C(C=C1)N1CCN(CC1)CCOC 1-(4-chlorophenyl)-4-(2-methoxyethyl)piperazine